methyl 3-(9-((4-(((tert-butoxycarbonyl)amino)methyl)bicyclo[2.2.2]octan-1-yl)carbamoyl)-4,5-dihydrobenzo[b]thieno[2,3-d]oxepin-8-yl)-6-(propylcarbamoyl)picolinate C(C)(C)(C)OC(=O)NCC12CCC(CC1)(CC2)NC(=O)C2=CC1=C(OCCC3=C1SC=C3)C=C2C=2C(=NC(=CC2)C(NCCC)=O)C(=O)OC